C1=CC=CC=2C3=CC=CC=C3N(C12)C=1C=C(C=CC1)N1C2=CC=CC=C2C=2C=C(C=CC12)C#N 9-(3-(9H-carbazole-9-yl)phenyl)-9H-carbazole-3-carbonitrile